5-(5-chloro-1H-indol-7-yl)-N,N-diethyl-6-(hydroxymethyl)-1-methyl-1,2,3,6-tetrahydropyridine-3-carboxamide ClC=1C=C2C=CNC2=C(C1)C1=CC(CN(C1CO)C)C(=O)N(CC)CC